N-(5-bromo-1,3,4-thiadiazol-2-yl)-2-((1-cyclopropyl-4-oxo-4,5-dihydro-1H-pyrazolo[3,4-d]pyrimidin-6-yl)thio)acetamide BrC1=NN=C(S1)NC(CSC=1NC(C2=C(N1)N(N=C2)C2CC2)=O)=O